2-[4-(1,3-benzoxazol-2-yl)phenyl]-5-methyl-1,3,2-benzodithiazole O1C(=NC2=C1C=CC=C2)C2=CC=C(C=C2)N2SC1=C(S2)C=CC(=C1)C